N-(2-cyclopropyl-1-(p-tolyl)ethyl)-2-oxo-6-(trifluoromethyl)-1,2-dihydropyridine-3-carboxamide C1(CC1)CC(C1=CC=C(C=C1)C)NC(=O)C=1C(NC(=CC1)C(F)(F)F)=O